BrC1=CC=C(C=C1)N1CC(C1)CN1CCN(CC1)C1=CC=C(C=C1)C1C(NC(CC1)=O)=O 3-[4-[4-[[1-(4-bromophenyl)azetidin-3-yl]methyl]piperazin-1-yl]phenyl]piperidine-2,6-dione